(Benzyloxy)-1-[4-(1H-indol-2-ylmethyl)piperazin-1-yl]propan-2-ol C(C1=CC=CC=C1)OC(C(C)O)N1CCN(CC1)CC=1NC2=CC=CC=C2C1